N1N=CC2=C1CC[C@H]2NC(OC(C)(C)C)=O tert-Butyl N-[(4R)-1H,4H,5H,6H-cyclopenta[c]pyrazol-4-yl]carbamate